dodeca-8,11-dien-10-one CCCCCCCC=CC(C=C)=O